N-(quinoxalin-6-yl)-2-{4-[5-chloro-2-(3-methyl-1,2-oxazol-5-yl)phenyl]-5-methoxy-2-oxopyridin-1(2H)-yl}-4-methoxybutyramide N1=CC=NC2=CC(=CC=C12)NC(C(CCOC)N1C(C=C(C(=C1)OC)C1=C(C=CC(=C1)Cl)C1=CC(=NO1)C)=O)=O